NC1=CC=C(C=C1)C(C1=CC=C(N)C=C1)C1=C(C=CC=C1)C1=CC=CC=C1 4-[(4-aminophenyl)(1,1'-biphenylyl)methyl]aniline